C(#C)C1=CC=C(CNC(=O)[C@H]2N(C[C@@H](C2)O)C([C@H](C(C)(C)C)NCCOC)=O)C=C1 (2S,4R)-N-(4-ethynylbenzyl)-4-hydroxy-1-((S)-2-((2-methoxyethyl)amino)-3,3-dimethylbutanoyl)pyrrolidine-2-carboxamide